octane-2,5-diol CC(CCC(CCC)O)O